sulfonyldiphenyl-(2,6-dibromophenol) S(=O)(=O)=C1C(C=CC=C1)C=1C(=C(C(=C(C1)C1=CC=CC=C1)Br)O)Br